2-(3,5-Dichloro-4-((5-cyclopropyl-6-oxo-1,6-dihydropyridazin-3-yl)oxy)phenyl)-3,5-dioxo-2,3,4,5-tetrahydro-1,2,4-triazine-6-carbonitrile ClC=1C=C(C=C(C1OC1=NNC(C(=C1)C1CC1)=O)Cl)N1N=C(C(NC1=O)=O)C#N